NC1=NC=C(C2=C1C=NN2)NC(=O)C(=O)N([C@H](C)C2=C(C=C(C=C2)C(C(F)(F)F)(F)F)F)CC |r| Racemic-N-(4-amino-1H-pyrazolo[4,3-c]pyridin-7-yl)-N'-ethyl-N'-[1-[2-fluoro-4-(1,1,2,2,2-pentafluoroethyl)phenyl]ethyl]oxamide